C(C)N1N=C(N=C1)C=1C(=C(N)C=CC1)OC 3-(1-Ethyl-1H-1,2,4-triazol-3-yl)-2-methoxyaniline